C1C(CCC2=CC=CC=C12)=O 3,4-dihydro-2(1h)-naphthalenone